2-(diphenylphosphoryl)-1-(p-tolyl)ethan-1-one C1(=CC=CC=C1)P(=O)(C1=CC=CC=C1)CC(=O)C1=CC=C(C=C1)C